N[C@H]1[C@@H](C1)C1=CC(=NN1C)C(=O)NC1CCC(CC1)(F)F 5-(trans-2-aminocyclopropyl)-N-(4,4-difluorocyclohexyl)-1-methyl-1H-pyrazole-3-carboxamide